NC1=NC=C(C2=C1COC2)NC(C(=O)N2C(CCC(C2)C)C=2C=C1C=CN=CC1=CC2)=O N-(4-amino-1,3-dihydro-furo[3,4-c]pyridin-7-yl)-2-(2-(isoquinolin-6-yl)-5-methylpiperidin-1-yl)-2-oxoacetamide